N1=CC=CC(=C1)C1N(C)CCC1.OC=1C=C(C(=O)O)C=C(C1)O 3,5-dihydroxybenzoic acid nicotine salt